(S)-N-(2-amino-1-(3-chloro-5-fluorophenyl)ethyl)-1-(2-((3,3-difluorocyclobutyl)amino)-5-methylpyrimidin-4-yl)-1H-imidazole-4-carboxamide NC[C@H](C1=CC(=CC(=C1)F)Cl)NC(=O)C=1N=CN(C1)C1=NC(=NC=C1C)NC1CC(C1)(F)F